ClCC1=CC=C(C=C1)N1C(=NC=2C1=NC(=CC2)C=2C=NC(=CC2)OC)C=2C(=NC=CN2)N 3-(3-(4-(Chloromethyl)phenyl)-5-(6-methoxypyridin-3-yl)-3H-imidazo[4,5-b]pyridin-2-yl)pyrazin-2-amine